2-CHLORO-3-FLUORO-4-HYDROXYBENZALDEHYDE ClC1=C(C=O)C=CC(=C1F)O